[O-]CCC.[O-]CCC.[O-]CCC.[O-]CCC.[Si+4].NC1=CN=C(N(C1=O)CC(=O)NCC1=CC=2C=NC=CC2N1S(=O)(=O)C1=CC=CC=C1)C1=CC=CC=C1 (5-amino-6-oxo-2-phenyl-pyrimidin-1-yl)-N-[[1-(benzenesulfonyl)pyrrolo[3,2-c]pyridin-2-yl]methyl]acetamide silicon tetrapropoxide